ClC1=C(C=CC(=C1)Cl)C1(OCC(O1)COC1=CC=C(C=C1)N1CCN(CC1)C1=CC=C(C=C1)N1C(N(N=C1)CCCCCCC1=CC=CC=C1)=O)CN1N=CN=C1 4-[4-[4-[4-[[2-(2,4-Dichlorophenyl)-2-(1H-1,2,4-triazol-1-ylmethyl)-1,3-dioxolan-4-yl]methoxy]phenyl]-1-piperazinyl]phenyl]-2,4-dihydro-2-(6-phenylhexyl)-3H-1,2,4-triazol-3-one